ClC1=NC=C(C(=C1)C1=C(C=NC(=C1)C)C(=O)NC=1SC2=C(N1)CC[C@H](C2)C(=O)NC2CCC2)OC |o1:24| (R or S)-2-(2'-Chloro-5'-methoxy-6-methyl-[4,4'-bipyridine]-3-carboxamido)-N-cyclobutyl-4,5,6,7-tetrahydrobenzo[d]thiazole-6-carboxamide